C(C1=CC=CC=C1)OC1=CC(=C(C=C1)B(O)O)Cl 4-(BENZYLOXY)-2-CHLOROPHENYLBORONIC ACID